C(C)OC=1C=CC2=C(OC3=C2C=CC(=C3F)C=3C=C2CC(CC2=CC3)CC)C1F 3-ethoxy-7-(2-ethyl-2,3-dihydro-1H-inden-5-yl)-4,6-difluorodibenzo[b,d]furan